1-benzyl-3-(chloromethyl)pyrrolidine-3-carbaldehyde C(C1=CC=CC=C1)N1CC(CC1)(C=O)CCl